(4-chloro-2-fluorophenyl)-1-(2-(p-tolylsulfinyl)phenyl)piperidine ClC1=CC(=C(C=C1)C1N(CCCC1)C1=C(C=CC=C1)S(=O)C1=CC=C(C=C1)C)F